N[C@H](C(=O)N[C@H](C(=O)N1CCC(CC1)CCCCC1=CC=CC=2N(C(N(C21)C)=O)C2C(NC(CC2)=O)=O)C2CCCCC2)CCC(=O)N (2S)-2-amino-N-[(1S)-1-cyclohexyl-2-(4-{4-[1-(2,6-dioxopiperidin-3-yl)-3-methyl-2-oxo-1,3-benzodiazol-4-yl]butyl}piperidin-1-yl)-2-oxoethyl]pentanediamide